BrC=1C(=C(C=C2C=CC(=NC12)Cl)I)O 8-bromo-2-chloro-6-iodoquinolin-7-ol